N-(cyclopropyl)ethynyl-N-phenylcarbamic acid tert-butyl ester C(C)(C)(C)OC(N(C1=CC=CC=C1)C#CC1CC1)=O